CC1=CC=CC2=CC=CC(=C12)C=C 1-methyl-8-vinylnaphthalene